4-(2-Hydroxyethyl)-4,5-Dihydro-1H-1,2,4-Triazol-5-One OCCN1C=NNC1=O